FC1=CC(=C(C=C1)NC1=C(C(=O)OC)C=C(C=C1)OCC(F)(F)F)C=O methyl 2-((4-fluoro-2-formylphenyl)amino)-5-(2,2,2-trifluoroethoxy)benzoate